BrC1=CC=C(C=C1)N1CCN(CC1)C1=CC=C(C=C1)N1C(N(N=C1)C(C(C)C)C(C)=O)=O 4-(4-(4-(4-bromophenyl)piperazin-1-yl)phenyl)-2-(2-methyl-4-oxopentan-3-yl)-2,4-dihydro-3H-1,2,4-triazol-3-one